2-[1,3-Dioxo-5-(1H-[1,2,3]triazol-4-yl)-1,3-dihydroisoindol-2-yl]-5-(3H-imidazol-4-yl)-benzoic acid O=C1N(C(C2=CC(=CC=C12)C=1N=NNC1)=O)C1=C(C(=O)O)C=C(C=C1)C=1NC=NC1